BrC1=CN=C(C2=CC=CC=C12)OCC1=NN(C=N1)C 4-bromo-1-((1-methyl-1H-1,2,4-triazol-3-yl)methoxy)isoquinoline